C(C1=CC=CC=C1)(=O)[C@@]1(C[C@H](OCSC)[C@@H](CO[Si](C)(C)C(C)(C)C)O1)N1C=NC=2C(N)=NC=NC12 (E)-benzoyl-3'-O-methylthiomethyl-5'-O-tert-butyldimethylsilyl-2'-deoxyadenosine